C(C(=C)C)(=O)OC1=CC=C(C=C1)C1=C2C=CC(C(=C3C=CC(=C(C=4C=CC(=C(C5=CC=C1N5)C5=CC=C(C=C5)OC(C(=C)C)=O)N4)C4=CC=C(C=C4)OC(C(=C)C)=O)N3)C3=CC=C(C=C3)OC(C(=C)C)=O)=N2.[Mg] magnesium tetrakis[4-(methacryloyloxy)phenyl]porphyrin